CCCCCCCC/C=C\CCCCCCCCCCCCC(=O)O 14Z-tricosenoic acid